ClC(C=CF)F 3-chloro-1,3-difluoropropene